2-(6-((S)-3-aminopyrrolidin-1-yl)pyridin-2-yl)-4-(2-fluoro-6-methoxyphenyl)-1-oxoisoindole-5-carbonitrile N[C@@H]1CN(CC1)C1=CC=CC(=N1)N1C(C2=CC=C(C(=C2C1)C1=C(C=CC=C1OC)F)C#N)=O